(3-methyl-4-oxo-4H-pyrido[1,2-a]pyrimidin-7-yl)boronic acid CC1=CN=C2N(C1=O)C=C(C=C2)B(O)O